COC(C[C@@H](C(C)(C)C)NC1=C(C=C(C=C1)C(NC)=O)N)=O (S)-3-((2-amino-4-(methylcarbamoyl)phenyl)amino)-4,4-dimethylvaleric acid methyl ester